FC(C1=NN=C(O1)C=1C=CC(=NC1)CN(C(=O)C1(CN(C1)C(=O)OC(C)(C)C)F)C1=CC=CC=C1)F Tert-butyl 3-(((5-(5-(difluoromethyl)-1,3,4-oxadiazol-2-yl) pyridin-2-yl) methyl) (phenyl) carbamoyl)-3-fluoroazetidine-1-carboxylate